C(C)OC1=NC=CC(=C1)C1=NOC(=N1)[C@H](C)NC(OC(C)(C)C)=O tert-butyl (S)-(1-(3-(2-ethoxypyridin-4-yl)-1,2,4-oxadiazol-5-yl)ethyl)carbamate